(5S)-5-(trifluoromethyl)-6,7-dihydro-5H-pyrrolo[1,2-b][1,2,4]triazole-2-carboxylic acid ethyl ester C(C)OC(=O)C=1N=C2N(N1)[C@@H](CC2)C(F)(F)F